(4-chlorobenzyl)-2-(2,6-dioxopiperidin-3-yl)-3-oxo-2,3-dihydro-1H-indazole-6-carboxamide ClC1=CC=C(CN2N(C(C3=CC=C(C=C23)C(=O)N)=O)C2C(NC(CC2)=O)=O)C=C1